6-(4-((4-(2-(2,6-dioxopiperidin-3-yl)-1,3-dioxoisoindolin-5-yl)piperazin-1-yl)methyl)piperidin-1-yl)pyridazine-3-formamide O=C1NC(CCC1N1C(C2=CC=C(C=C2C1=O)N1CCN(CC1)CC1CCN(CC1)C1=CC=C(N=N1)C(=O)N)=O)=O